3-(cyanomethoxy)-4-{[3-(4-{[(1S,4S)-4-(morpholin-4-yl)cyclohexyl]amino}-1-(2,2,2-trifluoroethyl)-1H-indol-2-yl)prop-2-yn-1-yl]amino}benzene-1-sulfonamide C(#N)COC=1C=C(C=CC1NCC#CC=1N(C2=CC=CC(=C2C1)NC1CCC(CC1)N1CCOCC1)CC(F)(F)F)S(=O)(=O)N